ClC=1C=C(C=C(C1)Cl)C1=NC(=CC(=C1)CN1CCC(CC1)CC(=O)O)OC1=NC=C(N=C1)N1CCN(CC1)CC(C)(C)O 2-(1-((2-(3,5-dichlorophenyl)-6-((5-(4-(2-hydroxy-2-methylpropyl)piperazin-1-yl)pyrazin-2-yl)oxy)pyridin-4-yl)methyl)piperidin-4-yl)acetic acid